4-methyl-6-oxo-1,6-dihydropyridine-3-sulfonyl chloride CC=1C(=CNC(C1)=O)S(=O)(=O)Cl